F[P-](F)(F)(F)(F)F.OCC[N+](C)(C)C 2-hydroxy-N,N,N-trimethylethylammonium hexafluorophosphate